FCCN1C=NC2=C1C=C(C=C2)C=2C=CN1N=C(N=C(C12)OC)NC1CCC(CC1)(O)C (1r,4r)-4-((5-(1-(2-fluoroethyl)-1H-benzo[d]imidazol-6-yl)-4-methoxypyrrolo[2,1-f][1,2,4]triazin-2-yl)amino)-1-methylcyclohexan-1-ol